N-[4-[(6-Cyano-1,7-naphthyridin-4-yl)oxy]phenyl]-1-(4-fluorophenyl)-6-methyl-2-oxopyridine-3-carboxamide C(#N)C=1C=C2C(=CC=NC2=CN1)OC1=CC=C(C=C1)NC(=O)C=1C(N(C(=CC1)C)C1=CC=C(C=C1)F)=O